CC(=O)N(CCCCCNC(=O)CCC(=O)N(CCCCCNC(=O)CCC(=O)N(CCCCCN)[O-])[O-])[O-] The molecule is a hydroxamic acid anion resulting from the removal of a proton from each of the hydroxamic acid groups of desferrioxamine B It has a role as a siderophore. It is a conjugate base of a desferrioxamine B.